(4-(3-fluorobenzyl)phenyl)-1-methyl-6-oxo-1,6-dihydropyridazine-3-carboxamide FC=1C=C(CC2=CC=C(C=C2)C=2C(=NN(C(C2)=O)C)C(=O)N)C=CC1